ClC1=NC2=C(C=CN=C2C(=C1)C)OC(C)C chloro-8-isopropoxy-4-methyl-1,5-naphthyridine